2,5-dimercapto-2,5-dimethyl-1,4-dithiane SC1(SCC(SC1)(C)S)C